(R)-6-chloro-3-((1-(3,6-dimethyl-2-(4-(3-methyl-1,2,4-oxadiazol-5-yl)piperidin-1-yl)-4-oxo-3,4-dihydroquinazolin-8-yl)ethyl)amino)-N-(methylsulfonyl)picolinamide ClC1=CC=C(C(=N1)C(=O)NS(=O)(=O)C)N[C@H](C)C=1C=C(C=C2C(N(C(=NC12)N1CCC(CC1)C1=NC(=NO1)C)C)=O)C